C1OC=2C(=CC3=C(N=C(S3)C3=CC(=C(OC(C(=O)O)(C)C)C=C3)C)C2)O1 2-(4-(5,6-methylenedioxybenzo[d]thiazol-2-yl)-2-methylphenoxy)-2-methylpropionic acid